CNC(=O)C1=NN2C(C=CC=C2)=C1 N-methylpyrazolo[1,5-a]Pyridine-2-carboxamide